N-(7-chloro-6-(1-((3S,4S)-4-hydroxy-3-methyltetrahydrofuran-3-yl)piperidin-4-yl)isoquinolin-3-yl)-2-(thiophen-2-yl)cyclopropane-1-carboxamide ClC1=C(C=C2C=C(N=CC2=C1)NC(=O)C1C(C1)C=1SC=CC1)C1CCN(CC1)[C@]1(COC[C@H]1O)C